(2-(1-methyl-1H-pyrazol-5-yl)pyridin-3-yl)methanamine CN1N=CC=C1C1=NC=CC=C1CN